[Mg+2].[N+](=O)([O-])[O-].[Co+2].[N+](=O)([O-])[O-].[N+](=O)([O-])[O-].[N+](=O)([O-])[O-] cobalt nitrate, magnesium salt